(3S)-1-[2-[4-(o-Tolyl)-2-oxo-chromen-7-yl]oxypropanoyl]pyrrolidin C1(=C(C=CC=C1)C1=CC(OC2=CC(=CC=C12)OC(C(=O)N1CCCC1)C)=O)C